3-[[2-[4-(4-ethoxy-6-oxo-1H-pyridin-3-yl)-2-fluoro-phenyl]acetyl]amino]-N-[2-[(3R)-3-fluoropyrrolidin-1-yl]ethyl]-5-(trifluoromethyl)benzamide C(C)OC=1C(=CNC(C1)=O)C1=CC(=C(C=C1)CC(=O)NC=1C=C(C(=O)NCCN2C[C@@H](CC2)F)C=C(C1)C(F)(F)F)F